1-((3R,4S)-3-((4-Amino-5-(3-(2,2-difluoroethyl)-2-methyl-3H-imidazo[4,5-b]pyridin-5-yl)pyrrolo[2,1-f][1,2,4]triazin-2-yl)amino)-4-fluoropyrrolidin-1-yl)ethan-1-one NC1=NC(=NN2C1=C(C=C2)C2=CC=C1C(=N2)N(C(=N1)C)CC(F)F)N[C@@H]1CN(C[C@@H]1F)C(C)=O